1-(benzo[1,2-b:4,5-b']dithiophene-4-yl)-N1-phenylbenzene-1,4-diamine S1C=2C(C=C1)=C(C=1SC=CC1C2)C2(CC=C(C=C2)N)NC2=CC=CC=C2